N-[2-hydroxyethyl]piperazine OCCN1CCNCC1